C(CCCCCCCCCCCCCCCCCCCCC)OC1=C(C=C(C=C1)S(=O)(=O)C=1C=NC2=CC=C(C=C2C1N1CCC(CC1)N1CCN(CC1)C1CCN(CC1)CC)OC)F 3-((4-(docosyloxy)-3-fluorophenyl)sulfonyl)-4-(4-(4-(1-ethylpiperidin-4-yl)piperazin-1-yl)piperidin-1-yl)-6-methoxyquinoline